N-Stearylricinoleamid C(CCCCCCCCCCCCCCCCC)NC(CCCCCCC\C=C/C[C@H](O)CCCCCC)=O